COC=1C=C(\C=N\NC(=O)C2=NC=CN=C2CC)C=C(C1)OC (E)-N'-(3,5-dimethoxybenzylidene)-3-ethylpyrazine-2-carbohydrazide